2-(2,6-dichlorophenyl)-5-[4-(1,1-dioxo-1,4-thiazinane-4-carbonyl)anilino]oxazole-4-carbonitrile ClC1=C(C(=CC=C1)Cl)C=1OC(=C(N1)C#N)NC1=CC=C(C=C1)C(=O)N1CCS(CC1)(=O)=O